1,2,4,5-benzenetetramine tetrahydride [H-].[H-].[H-].[H-].C=1(C(=CC(=C(C1)N)N)N)N